C(#N)C1=CC(=C(C=C1)NS(=O)(=O)C1=CNC(=C1)C1=C(C=C(C=C1)F)F)F N-(4-cyano-2-fluoro-phenyl)-5-(2,4-difluorophenyl)-1H-pyrrole-3-sulfonamide